[(2E)-3,7-dimethylocta-2,6-dienyl]acetat C\C(=C/CCC(=O)[O-])\CCC=C(C)C